ClC=1C(=CN=NC1Cl)N1CCN(CC1)CC=1C=C2C(N(C(C2=CC1)=O)N1C(NC(CC1)=O)=O)=O 5-((4-(5,6-dichloropyridazin-4-yl)piperazin-1-yl)methyl)-2-(2,4-dioxotetrahydropyrimidin-1(2H)-yl)isoindoline-1,3-dione